FC1=C(C=CC(=C1)I)NC([C@H]([C@@H](C)C1=CC=CC=C1)N1C(N[C@@H](C1=O)C(C)C)=O)=O (2s,3s)-N-(2-fluoro-4-iodo-phenyl)-2-((R)-4-isopropyl-2,5-dioxo-imidazolin-1-yl)-3-phenyl-butyramide